1-(trans-2-cyanocyclohexyl)-3-[(2-hydroxy-1,2-benzoxaborinin-6-yl)amino]pyrazole-4-carboxamide C(#N)[C@H]1[C@@H](CCCC1)N1N=C(C(=C1)C(=O)N)NC=1C=CC2=C(C=CB(O2)O)C1